2-(5-(2'-Fluoro-2-methyl-[1,1'-biphenyl]-3-yl)-1-oxoisoindolin-2-yl)propionic acid FC1=C(C=CC=C1)C1=C(C(=CC=C1)C=1C=C2CN(C(C2=CC1)=O)C(C(=O)O)C)C